[NH4+].C(CC)OC(=O)C1=CC=C(O)C=C1 propylparaben, monoammonium salt